OC[C@@H](CN1CCN(CC1)C(=O)OCC1=CC=CC=C1)C benzyl (R)-4-(3-hydroxy-2-methylpropyl)piperazine-1-carboxylate